3-Cyano-4-(3-cyano-2-methylphenyl)benzoic acid C(#N)C=1C=C(C(=O)O)C=CC1C1=C(C(=CC=C1)C#N)C